2-[(4-methoxyphenyl)methoxy]pyridine-4-carboxylic acid COC1=CC=C(C=C1)COC1=NC=CC(=C1)C(=O)O